6-chloro-1,1-dipentyloxy-hexane ClCCCCCC(OCCCCC)OCCCCC